N(=[N+]=[N-])CCOCCOCCOCCOCCOCCS(=O)(=O)C1=CC=C(C=C1)O 4-((17-azido-3,6,9,12,15-pentaoxaheptadecyl)sulfonyl)phenol